ClC=1N=NC(=CC1C)C=1C=NC=CC1 3-chloro-4-methyl-6-(pyridin-3-yl)pyridazine